6-(6-chloro-1-[[2-(trimethylsilyl)ethoxy]methyl]pyrrolo[2,3-b]pyridin-3-yl)-4-fluoro-5-methoxy-1,3-benzothiazole ClC1=CC=C2C(=N1)N(C=C2C2=CC1=C(N=CS1)C(=C2OC)F)COCC[Si](C)(C)C